2-(3,5-dimethylphenyl)-5-phenyl-6H-1,3,4,2-dioxazaborinine CC=1C=C(C=C(C1)C)B1OCC(=NO1)C1=CC=CC=C1